(2-ethylhexyl) 4,5-Epoxytetrahydrophthalate C(C1C(C(=O)[O-])CC2C(=C1)O2)(=O)OCC(CCCC)CC